2,4-difluoro-3-[[3-methyl-1-(oxan-2-yl)pyrazolo[3,4-b]pyridin-5-yl]methoxy]aniline FC1=C(N)C=CC(=C1OCC=1C=C2C(=NC1)N(N=C2C)C2OCCCC2)F